C(C)OC(CC(C=1N=C(SC1)CCCC(C)=O)C1=CC(=C(C=C1)OC)F)=O 3-(3-fluoro-4-methoxyphenyl)-3-(2-(4-oxopentyl)thiazol-4-yl)propionic acid ethyl ester